2-((4-chloro-3-fluorophenoxy)methyl)oxirane ClC1=C(C=C(OCC2OC2)C=C1)F